P(OC1=C(C=C(C=C1C(C)(C)C)C)C(C)(C)C)([O-])[O-] 2,6-di-tert-butyl-4-methylphenyl phosphite